C(C)OC(=O)C1=C(N=C(N1O)C1=CC(=CC=C1)C1=NN=NN1)C [3-(1H-tetrazol-5-yl)phenyl]-1-hydroxy-4-methyl-1H-imidazole-5-carboxylic acid ethyl ester